2,2'-dihydroxy-1,1'-biphenyl-4,4'-dicarboxylate OC1=C(C=CC(=C1)C(=O)[O-])C1=C(C=C(C=C1)C(=O)[O-])O